O=C1N(CCC(N1)=O)N1C(C2=CC=CC(=C2C1=O)F)=O (2,4-dioxotetrahydropyrimidin-1(2H)-yl)-4-fluoroisoindoline-1,3-dione